CCS(=O)(=O)N1[C@@H]2CC[C@H]1CC(C2)NC3=C4C=CC=NC4=CC(=N3)NC5CC(NN5)C N5-((1R,3s,5S)-8-(ethylsulfonyl)-8-azabicyclo[3.2.1]octan-3-yl)-N7-(5-methyl-1H-pyrazol-3-yl)-1,6-naphthyridine-5,7-diamine